p-phenylenebis(3,1-benzoxazin-4-one) C1(=CC=C(C=C1)C1=NC2=C(C(O1)=O)C=CC=C2)C2=NC1=C(C(O2)=O)C=CC=C1